Boron-boron [B].[B]